FC1=C(C(=CC2=CC=C(C=C12)CCC[C@H](C)O)O)N1CC(NS1(=O)=O)=O 5-{1-fluoro-3-hydroxy-7-[(4S)-4-hydroxypentyl]naphthalen-2-yl}-1λ6,2,5-thiadiazolidine-1,1,3-trione